[Na].C(C1=CC=CC=C1)OC(=O)N1CCCCC1 piperidine-1-carboxylic acid benzyl ester sodium salt